[Si](C)(C)(C(C)(C)C)OC1=CC=C(C=C1)[C@H]1C[C@H]([C@H]2[C@@H]1OC(O2)(C)C)N2C=CC1=C2N=CN=C1Cl 7-((3aS,4R,6R,6aR)-6-(4-((tert-butyldimethylsilyl)oxy)phenyl)-2,2-dimethyltetrahydro-4H-cyclopenta[d][1,3]dioxol-4-yl)-4-chloro-7H-pyrrolo[2,3-d]pyrimidine